3-fluoro-2-Toluic acid FC1=C(C(=CC=C1)C)C(=O)O